C(#N)C1=C(C=CC(=C1)F)SC=1C=2N(C=C(C1)C=1C=NN(C1C)[C@@H]1CN(CCC1)C1=NC=CC=C1)N=CC2C#N (S)-4-((2-cyano-4-fluorophenyl)thio)-6-(5-methyl-1-(1-(pyridin-2-yl)piperidin-3-yl)-1H-pyrazol-4-yl)pyrazolo[1,5-a]pyridine-3-carbonitrile